(±)-5-Bromo-3-ethyl-7-fluoro-2,3-dimethyl-3H-indoleid BrC=1C=C2C(C([N-]C2=C(C1)F)C)(C)CC